BrC=1C=CC(=C2C=C(N=NC12)OC)N1C[C@H](N([C@H](C1)C)C(=O)OC(C)(C)C)C tert-butyl (2R,6S)-4-(8-bromo-3-methoxycinnolin-5-yl)-2,6-dimethylpiperazine-1-carboxylate